O=C1N(C(CC1)=O)OC(C(CNC(CNC(CNC(CNC(CCCN1C(C=CC1=O)=O)=O)=O)=O)=O)N1C(CCC1=O)=O)=O 2,5-dioxopyrrolidin-1-yl-17-(2,5-dioxo-2,5-dihydro-1H-pyrrol-1-yl)-5,8,11,14-tetraoxo-4,7,10,13-tetraazaheptadecane-1-oic acid 2,5-dioxopyrrolidin-1-yl ester